N-(4-aminopyridin-2-yl)-N-[4-(difluoromethoxy)phenyl]acetamide NC1=CC(=NC=C1)N(C(C)=O)C1=CC=C(C=C1)OC(F)F